Tert-butyl 6-(tosyloxy)-2-azaspiro[3.4]octane-2-carboxylate S(=O)(=O)(C1=CC=C(C)C=C1)OC1CC2(CN(C2)C(=O)OC(C)(C)C)CC1